N-[(3-Fluorophenyl)-methyl]-2-methoxy-4-methyl-6-morpholin-4-yl-pyridine-3-carboxylic acid amide FC=1C=C(C=CC1)CNC(=O)C=1C(=NC(=CC1C)N1CCOCC1)OC